CCCCCCCCCCCCCCC/C=C/C1=NC(CO1)(CO)CO 2-(heptadecenyl)-2-oxazoline-4,4-dimethanol